tert-butyl (2R,4R)-2-(((S)-1-((4-(N-(tert-butoxycarbonyl)carbamimidoyl)-2-chlorobenzyl)amino)-1-oxopropan-2-yl)carbamoyl)-4-phenylpyrrolidine-1-carboxylate C(C)(C)(C)OC(=O)NC(=N)C1=CC(=C(CNC([C@H](C)NC(=O)[C@@H]2N(C[C@H](C2)C2=CC=CC=C2)C(=O)OC(C)(C)C)=O)C=C1)Cl